FC=1C(=NC=C(C1)F)OCC1=NC=CC(=N1)O[C@@H]1C[C@@H](N(CC1)CC1=NC2=C(N1C[C@H]1OCC1)C=C(C=C2)C(=O)O)C 2-{[(2S,4S)-4-[(2-{[(3,5-Difluoropyridin-2-yl)oxy]methyl}pyrimidin-4-yl)oxy]-2-methylpiperidin-1-yl]methyl}-1-{[(2S)-oxetan-2-yl]methyl}-1H-1,3-benzodiazole-6-carboxylic acid